CC1(OB(OC1(C)C)C=1C=C2C(=NC1)NN=C2)C 5-(4,4,5,5-tetramethyl-1,3,2-dioxaborolan-2-yl)-1H-pyrazolo[3,4-b]pyridine